2-[5-({3-[6-fluoro-4-(4-methyl-piperazine-1-carbonyl)-1-(2,2,2-trifluoroethyl)-1H-indol-2-yl]prop-2-yn-1-yl}amino)pyridin-2-yl]-2-methylpropanenitrile FC1=CC(=C2C=C(N(C2=C1)CC(F)(F)F)C#CCNC=1C=CC(=NC1)C(C#N)(C)C)C(=O)N1CCN(CC1)C